2-([1,1'-biphenyl]-4-ylsulfonyl)-1-phenylethan-1-one C1(=CC=C(C=C1)S(=O)(=O)CC(=O)C1=CC=CC=C1)C1=CC=CC=C1